C1N(CC2=CC=CC=C12)CC1=CC(C(=CO1)OCC=1C=C2CN(C(C2=CC1)=O)C)=O 5-(((6-(isoindolin-2-ylmethyl)-4-oxo-4H-pyran-3-yl)oxy)methyl)-2-methylisoindolin-1-one